CN1C2CN(C(C1)CC2)CCC(C=CC=C)=C 1-(5-methyl-2,5-diazabicyclo[2.2.2]octan-2-yl)-3-methylenehepta-4,6-diene